ClC1=CC(=C(C=C1)C1=NC(=CC2=C1N=C(N(C2=O)C)C(F)F)N2CC(OCC2)C2=CC(=NC=C2)C)F 8-(4-chloro-2-fluoro-phenyl)-2-(difluoromethyl)-3-methyl-6-[2-(2-methyl-4-pyridyl)morpholino]pyrido[3,4-d]pyrimidin-4-one